1-(tert-butyl) 3-methyl indoline-1,3-dicarboxylate N1(CC(C2=CC=CC=C12)C(=O)OC)C(=O)OC(C)(C)C